C(#N)C1=CN=C(S1)N1C=C(C2=C1N=CN=C2N2[C@H](CN(CC2)C(=O)OC(C)(C)C)C)N2C(CCC2)=O tert-butyl (S)-4-(7-(5-cyanothiazol-2-yl)-5-(2-oxopyrrolidin-1-yl)-7H-pyrrolo[2,3-d]pyrimidin-4-yl)-3-methylpiperazine-1-carboxylate